tert-butyl (2S,4R)-4-hydroxy-2-((4-(4-(6-(trifluoromethyl)pyridin-2-yl)piperazin-1-yl)butyl)carbamoyl)pyrrolidine-1-carboxylate O[C@@H]1C[C@H](N(C1)C(=O)OC(C)(C)C)C(NCCCCN1CCN(CC1)C1=NC(=CC=C1)C(F)(F)F)=O